4,4'-Bis(p-aminophenoxy)biphenyl NC1=CC=C(OC2=CC=C(C=C2)C2=CC=C(C=C2)OC2=CC=C(C=C2)N)C=C1